(1r,4r)-4-[(tert-butoxycarbonyl)(methyl)amino]cyclohexane-1-carboxylic acid C(C)(C)(C)OC(=O)N(C1CCC(CC1)C(=O)O)C